diphenylphosphinoyltoluene C1(=CC=CC=C1)P(=O)(C1=CC=CC=C1)CC1=CC=CC=C1